C1=CC=CC=2C3=CC=CC=C3C(C12)COC(=O)NCC(=O)N[C@@H](CC(N)=O)C(=O)O (((9H-fluoren-9-yl)methoxy)carbonyl)glycyl-L-asparagine